C(C)C1CC2C3CC4=CC=CC(=C4OC3C1C2)OC 3-Ethyl-5-methoxy-2,3,4,4a,9,9a-hexahydro-1H-1,4-methanoxanthene